[N+](=O)([O-])C1=CC=C(C=C1)N1C(C2=CC=CC=C2CC1)=O 2-(4-nitrophenyl)-3,4-dihydro-isoquinolin-1(2H)-one